N-(5-(6-fluoropyridin-3-yl)-2-morpholinothiazolo[4,5-b]pyridin-6-yl)-2-(2-methylpyridin-4-yl)oxazole-4-carboxamide (2-(2-(6-bromopicolinoyl)hydrazineyl)ethyl)carbamate BrC1=CC=CC(=N1)C(=O)NNCCNC(O)=O.FC1=CC=C(C=N1)C1=C(C=C2C(=N1)N=C(S2)N2CCOCC2)NC(=O)C=2N=C(OC2)C2=CC(=NC=C2)C